P(=O)(O)(O)OCC(=O)[C@@H](O)[C@H](O)[C@H](O)[C@H](O)COP(=O)(O)O 1,7-diphosphosedoheptulose